racemic-1-(5-fluoropyridin-2-yl)propan-1-ol FC=1C=CC(=NC1)[C@@H](CC)O |r|